C(#N)C=1C=C(C=NC1N1N=CC=N1)NC(=O)C=1C=NN(C1C(F)(F)F)C1=C(C(=NC=C1)NC(OC(C)(C)C)=O)C tert-butyl (4-(4-((5-cyano-6-(2H-1,2,3-triazol-2-yl)pyridin-3-yl)carbamoyl)-5-(trifluoromethyl)-1H-pyrazol-1-yl)-3-methylpyridin-2-yl)carbamate